4-(3-(4-ethoxy-3-methoxyphenyl)-1,2,4-oxadiazol-5-yl)piperidin-1-yl-(3-phenylisoxazol-5-yl)methanone tert-butyl-4-(2-(methylamino)ethyl)piperidine-1-carboxylate C(C)(C)(C)OC(=O)N1CCC(CC1)CCNC.C(C)OC1=C(C=C(C=C1)C1=NOC(=N1)C1CCN(CC1)C(=O)C1=CC(=NO1)C1=CC=CC=C1)OC